N-((R)-1-phenylethyl)-6-(1,2,3,6-tetrahydropyridin-4-yl)-2,3,4,9-tetrahydro-1H-carbazol C1(=CC=CC=C1)[C@@H](C)N1C2=CC=C(C=C2C=2CCCCC12)C=1CCNCC1